C(C)O[SiH2]CC(CCCC)[SiH2]OCC 1,2-bis(ethoxysilyl)hexane